C(C)(C)(C)C12CC(C1)(C2)NC2=NC=C(C(=N2)N[C@H]2C[C@H]([C@@H](CC2)C)O)C(=O)N 2-(3-tert-butylbicyclo[1.1.1]pentan-1-ylamino)-4-((1R,3R,4R)-3-hydroxy-4-methylcyclohexylamino)pyrimidine-5-carboxamide